C(C=CC1=CC=CC=C1)[Pd-2](Cl)=C1N(C=C2N1C(=CC=C2)N(C)C)C2=C(C=CC=C2C(C)C)C(C)C cinnamyl[2-(2,6-Diisopropylphenyl)-5-(dimethylamino)imidazo[1,5-a]pyridine-3-ylidene]chloropalladium(II)